heptanoic acid t-butyl ester C(C)(C)(C)OC(CCCCCC)=O